[Cl-].C(C)[NH+](CCCCCCCCCCCCCCC1=CC=CC2=CC=CC=C12)CC diethylnaphthyltetradecylammonium chloride